bis(5-cyclohexyl-4-hydroxy-2-methylphenyl)-3,4-dihydroxyphenylmethane C1(CCCCC1)C=1C(=CC(=C(C1)C(C1=CC(=C(C=C1)O)O)C1=C(C=C(C(=C1)C1CCCCC1)O)C)C)O